CC=1NC2=C(C=NC=C2CC1C(=O)N)C 2,8-dimethyl-1,4-dihydro-1,6-naphthyridine-3-formamide